tert-butyl N-(1,3-benzodioxol-5-ylmethyl)carbamate O1COC2=C1C=CC(=C2)CNC(OC(C)(C)C)=O